SC(CCC=1C(=C(C(C(=O)O)=CC1)C(=O)O)CCC(C)(S)C)(C)C.C(CO)O ethylene glycol bis(3-mercapto-3-methylbutyl)phthalate